C(C1=CC(O)=C(O)C(O)=C1)(=O)C(=O)[C@](O)([C@@](O)([C@](O)([C@H](O)COC(C1=CC(O)=C(O)C(O)=C1)=O)C(C1=CC(O)=C(O)C(O)=C1)=O)C(C1=CC(O)=C(O)C(O)=C1)=O)C(C1=CC(O)=C(O)C(O)=C1)=O 1,2,3,4,6-O-pentagalloyl-glucose